tert-butyl 2-chloro-7-(2-cyclohexylethyl)-7,8-dihydro-1,6-naphthyridine-6(5H)-carboxylate ClC1=NC=2CC(N(CC2C=C1)C(=O)OC(C)(C)C)CCC1CCCCC1